2-(1H-indol-1-yl)ethan-1-one N1(C=CC2=CC=CC=C12)CC=O